C(C)(C)(C)C=1C=C(C=CC1)C1=CC=2C(=CN=C(C2F)SC(C(=O)O)(C)C)N1 2-((2-(3-(tert-Butyl)phenyl)-4-fluoro-1H-pyrrolo[2,3-c]pyridin-5-yl)thio)-2-methylpropanoic acid